N-(3-amino-6-(ethylsulfonyl)pyridin-2-yl)ethanesulfonamide NC=1C(=NC(=CC1)S(=O)(=O)CC)NS(=O)(=O)CC